N-((3S,4R)-4-((7-(2,6-dichloro-3,5-dimethoxyphenyl)-5-(oxetan-3-ylamino)-2,6-naphthyridin-3-yl)amino)-1-(2-(dimethyl-amino)ethyl)pyrrolidin-3-yl)acrylamide ClC1=C(C(=C(C=C1OC)OC)Cl)C1=NC(=C2C=C(N=CC2=C1)N[C@H]1[C@H](CN(C1)CCN(C)C)NC(C=C)=O)NC1COC1